1-(4-(8-(allyloxy)-[1,2,4]triazolo[1,5-a]pyrazin-6-yl)-5-methoxypyridin-2-yl)-N-ethyl-2,2,2-trifluoroethan-1-amine C(C=C)OC=1C=2N(C=C(N1)C1=CC(=NC=C1OC)C(C(F)(F)F)NCC)N=CN2